tert-butyl 2-[1-[(3R)-2,6-dioxo-3-piperidyl]-2-oxo-benzo[cd]indol-6-yl]oxyacetate O=C1NC(CC[C@H]1N1C(C2=C3C(C(=CC=C13)OCC(=O)OC(C)(C)C)=CC=C2)=O)=O